2-(((3,3-dibutyl-7-methylsulfanyl-1,1-dioxo-5-phenyl-2,3,4,5-tetrahydrobenzo[b][1,4]thiazepin-8-yl)methyl)amino)acetic acid C(CCC)C1(CN(C2=C(S(C1)(=O)=O)C=C(C(=C2)SC)CNCC(=O)O)C2=CC=CC=C2)CCCC